N1N=CC2=C1C(NCCO2)=O 6,7-dihydro-1H-pyrazolo[3,4-f][1,4]oxazepin-8(5H)-on